(S)-7-(4-(2-((2-oxaspiro[3.3]heptan-6-yl)oxy)-5-fluorophenyl)piperidin-1-yl)-2-(1,3,4-thiadiazol-2-yl)-5-oxa-2-azaspiro[3.4]octane C1OCC12CC(C2)OC2=C(C=C(C=C2)F)C2CCN(CC2)[C@@H]2COC1(CN(C1)C=1SC=NN1)C2